NC1=C(C(N(C2=NC(=CC=C12)C(F)(F)F)C1=C(C=C(C=C1)N)C)=O)C(=O)OC methyl 4-amino-1-(4-amino-2-methylphenyl)-2-oxo-7-(trifluoromethyl)-1,2-dihydro-1,8-naphthyridine-3-carboxylate